ClC=1C=C2C(=NN1)N(C[C@@H]1N2C[C@H](C1)OS(=O)(=O)C)C(=O)OC(C)(C)C tert-butyl (6aR,8S)-2-chloro-8-((methylsulfonyl)oxy)-6a,7,8,9-tetrahydro-pyrrolo[1',2':4,5]pyrazino[2,3-c]pyridazine-5(6H)-carboxylate